6-acetyl-8-cyclopentyl-2-[(5-hydroxy-2-pyridyl)amino]-5-methylpyrido[2,3-d]pyrimidin-7-one C(C)(=O)C1=C(C2=C(N=C(N=C2)NC2=NC=C(C=C2)O)N(C1=O)C1CCCC1)C